8-(2-fluorophenyl)-2-(methylthio)-5,6,8,9-tetrahydro-3H-pyrimido[4,5-c]azepin-4,7-dione FC1=C(C=CC=C1)N1CC2=C(CCC1=O)C(NC(=N2)SC)=O